5-Bromo-3-(imidazo[1,2-a]pyridin-7-ylamino)-1-methylpyrazin-2(1H)-one BrC=1N=C(C(N(C1)C)=O)NC1=CC=2N(C=C1)C=CN2